FC(OC1=CC=CC2=C1NC(=N2)C(=O)OC)(F)F methyl 7-(trifluoromethoxy)-1H-benzimidazole-2-carboxylate